C1(=CC=CC=C1)C1CCC(CC1)C1CCC(CC1)CCC 4-phenyl-4'-propyl-1,1'-bicyclohexane